BrC1=C(NC(C)C=2C=C(C=C3C(N(C(=NC23)N2CCOCC2)C)=O)C)C=CC(=C1F)F 8-[1-(2-bromo-3,4-difluoro-anilino)ethyl]-3,6-dimethyl-2-morpholino-quinazolin-4-one